5-fluoro-N2-(4-(2-methoxyethoxy)phenyl)-N4-(3-((2,3,4,5-tetrafluoro-6-(methyl-sulfinyl)phenyl)amino)phenyl)pyrimidine-2,4-diamine FC=1C(=NC(=NC1)NC1=CC=C(C=C1)OCCOC)NC1=CC(=CC=C1)NC1=C(C(=C(C(=C1S(=O)C)F)F)F)F